N1=NN(C2=NC=CC=C21)C2=CC(=C(C(=O)N(C1=NC=CC=C1C1=CC=3C=NC=CC3S1)[C@H]1CNCCC1)C=C2)F (R)-4-(3H-[1,2,3]triazolo[4,5-b]pyridin-3-yl)-2-fluoro-N-(piperidin-3-yl)-N-(3-(thieno[3,2-c]pyridin-2-yl)pyridin-2-yl)benzamide